(2S,4R)-1-((S)-2-Amino-3,3-dimethyl-butyryl)-4-hydroxy-pyrrolidine-2-carboxylic acid 4-(4-methyl-thiazol-5-yl)-benzylamide CC=1N=CSC1C1=CC=C(CNC(=O)[C@H]2N(C[C@@H](C2)O)C([C@H](C(C)(C)C)N)=O)C=C1